1-((benzo[d]thiazol-2-ylamino)(5-chloro-3-methyl-1-phenyl-1H-pyrazol-4-yl)methyl)naphthalen-2-ol S1C(=NC2=C1C=CC=C2)NC(C2=C(C=CC1=CC=CC=C21)O)C=2C(=NN(C2Cl)C2=CC=CC=C2)C